cyclohexyl [4-[3-(2-chlorophenyl)-4-(1H-1,2,4-triazol-3-yl)-1H-pyrrol-1-yl]-5-methylpyridin-2-yl]carbamate ClC1=C(C=CC=C1)C1=CN(C=C1C1=NNC=N1)C1=CC(=NC=C1C)NC(OC1CCCCC1)=O